C1=CC(=C(C=C1[N+](=O)[O-])[N+](=O)[O-])N[C@@H](CCC(=O)N)C(=O)O The molecule is a L-glutamine derivative that is L-glutamine substituted on the alpha-nitrogen by a 2,4-dinitrophenyl group. It has a role as an epitope. It is a dicarboxylic acid monoamide, a C-nitro compound and a L-glutamine derivative. It contains a 2,4-dinitrophenyl group.